N[C@H](C(=O)N)CC1C(NC2=CC=CC(=C12)Cl)=O (2S)-2-amino-3-(4-chloro-2-oxo-indolin-3-yl)propanamide